iodobenzoic acid C1=CC=C(C(=C1)C(=O)O)I